[2H]C(N1N=CC=C1)([2H])[2H] 1-(trideuteriomethyl)pyrazole